2-(diphenylacetyl)-1H-inden-1,3(2H)-dione C1(=CC=CC=C1)C(C(=O)C1C(C2=CC=CC=C2C1=O)=O)C1=CC=CC=C1